C(C)C(C(=O)O)CCCC.C(C)C(C(=O)O)CCCC.C(C)C(C(=O)O)CCCC.C(O)C(CC)(CO)CO trimethylolpropane tri(2-ethylhexanoate)